C1(CC1)C1=C(C=NC2=CC=CN=C12)NC1=CC=C(C=C1)[C@@H](C(F)(F)F)N(C(=O)C1CNCCC1)C N-((S)-1-(4-((4-cyclopropyl-1,5-naphthyridin-3-yl)amino)phenyl)-2,2,2-trifluoroethyl)-N-methylpiperidine-3-carboxamide